N-(2-amino-1,2-diphenyl-ethyl)-p-toluenesulfonamide NC(C(C1=CC=CC=C1)NS(=O)(=O)C1=CC=C(C)C=C1)C1=CC=CC=C1